2-(5-fluoro-2-(hydroxymethyl)benzyl)-4-(hydroxymethyl)-2,3,4,5-tetrahydro-1H-pyrrolo[1,2-a][1,4]diazepin-1-one FC=1C=CC(=C(CN2C(C=3N(CC(C2)CO)C=CC3)=O)C1)CO